C1(CC1)N(C(=O)C1=NNC=C1)CC1=CC=CC=C1 N-cyclopropyl-N-benzyl-pyrazolecarboxamide